CC1(CC=2C=C3C=CCC3=CC2C1)C 6,6-dimethyl-1,5,6,7-tetrahydro-s-indacene